5-bromo-2-(isobutyryloxy)-3-((1-(4-(isobutyryloxy)phenyl)-4-methoxy-3-oxobutan-2-ylimino)methyl)phenyl 4-methylbenzoate CC1=CC=C(C(=O)OC2=C(C(=CC(=C2)Br)C=NC(CC2=CC=C(C=C2)OC(C(C)C)=O)C(COC)=O)OC(C(C)C)=O)C=C1